COC1=CC=C(C=C1)CNS(=O)(=O)C=1C=C(C=CC1)B(O)O [3-[(4-methoxyphenyl)methylsulfamoyl]phenyl]boronic acid